1-Tert-butyl-N-{2-fluoro-4-methyl-5-[5-(morpholin-4-yl)-[1,2,4]triazolo[4,3-a]pyridin-7-yl]phenyl}imidazole-4-carboxamide C(C)(C)(C)N1C=NC(=C1)C(=O)NC1=C(C=C(C(=C1)C1=CC=2N(C(=C1)N1CCOCC1)C=NN2)C)F